ClC1=C(C=CC=C1F)C=1C=CC=2N(C1)C=C(N2)NC(=O)C2C(C2)F N-(6-(2-chloro-3-fluorophenyl)imidazo[1,2-a]pyridin-2-yl)-2-fluorocyclopropanecarboxamide